8-(1-((6-chloropyridazin-3-yl)methyl)-1H-1,2,3-triazol-4-yl)imidazo[1,5-a]pyridine ClC1=CC=C(N=N1)CN1N=NC(=C1)C=1C=2N(C=CC1)C=NC2